ClC=1C=C(C=CC1)S(=O)(=O)N1N=CC(=C1)CN1CCC2(CC1)COC1=C3CN(C(C3=CC=C12)=O)[C@@H]1C(NC(CC1)=O)=O (S)-3-(1'-((1-((3-chlorophenyl)sulfonyl)-1H-pyrazol-4-yl)methyl)-6-oxo-6,8-dihydro-2H,7H-spiro[furo[2,3-e]isoindole-3,4'-piperidin]-7-yl)piperidine-2,6-dione